1-(benzyloxy)-3-(3-(chloromethoxy)propyl)benzene C(C1=CC=CC=C1)OC1=CC(=CC=C1)CCCOCCl